C(C1=CC=CC=C1)NC1=C2N=CN(C2=NC(=N1)C=1C=NC=C(C1)[N+](=O)[O-])[C@H]1[C@@H]([C@@H]([C@H](O1)C(=O)NC)O)O (2S,3S,4R,5R)-5-(6-(benzylamino)-2-(5-nitropyridin-3-yl)-9H-purin-9-yl)-3,4-dihydroxyl-N-methyltetrahydrofuran-2-carboxamide